NC1=C(C=C(C=N1)NC(C(=O)N1C(CCC(C1)C)C=1C=C2C3(C(NC2=CC1)=O)CC3)=O)CC N-(6-amino-5-ethylpyridin-3-yl)-2-(5-methyl-2-(2'-oxospiro[cyclopropane-1,3'-indolin]-5'-yl)piperidin-1-yl)-2-oxoacetamide